(N-methyl)-pipecolic acid CN1C(CCCC1)C(=O)O